2-(1-cyclopropyl-1H-pyrazol-4-yl)morpholin C1(CC1)N1N=CC(=C1)C1CNCCO1